(S)-4-Ethyl-3-(hydroxymethyl)-1-(1-(pentan-3-yloxy)-8-((1,1,1-trifluoropropan-2-yl)oxy)isoquinolin-6-yl)-1H-1,2,4-triazol-5(4H)-one C(C)N1C(=NN(C1=O)C=1C=C2C=CN=C(C2=C(C1)O[C@H](C(F)(F)F)C)OC(CC)CC)CO